indanyl-(2,3-dihydro-1H-indene) C1(CCC2=CC=CC=C12)C1CCC2=CC=CC=C12